4-bromo-5,6,7,8,9,10-hexahydrocyclohepta[b]indole-3-carbonitrile BrC=1C(=CC=C2C3=C(NC12)CCCCC3)C#N